Methyl-vinyl-bis(2,4,6-trimethylbenzoyl)phosphine CC=CP(C(C1=C(C=C(C=C1C)C)C)=O)C(C1=C(C=C(C=C1C)C)C)=O